CC1=CC=2N(N=C1N1CC=3C=C(C=NC3CC1)C=1C=NC(=CC1)C(F)(F)F)C=NN2 6-(7-methyl-[1,2,4]triazolo[4,3-b]pyridazin-6-yl)-3-(6-(trifluoromethyl)pyridin-3-yl)-5,6,7,8-tetrahydro-1,6-naphthyridine